N=1C=NN2C1C=CC=C2COCC(=O)N2CC1CCC(C2)N1C1=CC=C(C=N1)C#N 6-{3-[2-({[1,2,4]triazolo[1,5-a]pyridin-5-yl}methoxy)acetyl]-3,8-diazabicyclo[3.2.1]octan-8-yl}pyridine-3-carbonitrile